Sodium 5-(trifluoromethyl)pyridine-2-sulfinate FC(C=1C=CC(=NC1)S(=O)[O-])(F)F.[Na+]